3-hydroxyl-7'-(Benzenesulfonyl)-4',7'-dihydrospiro[cyclopentane-1,2'-pyrrolo[3',2':5,6]pyrido[3,4-b]pyrazine]-3'(1'H)-one OC1CC2(NC3=C(NC2=O)C=NC2=C3C=CN2S(=O)(=O)C2=CC=CC=C2)CC1